ClC1=C2C=C(C(NC2=CC=C1)=O)O 5-chloro-3-hydroxyquinolin-2(1H)-one